N-[(2,4-dimethoxyphenyl)methyl]-6-fluoro-pyridin-2-amine COC1=C(C=CC(=C1)OC)CNC1=NC(=CC=C1)F